OC12OC3=C(C1(C(C1=CC=CC=C12)=O)NC(C=O)=O)C=CC(=C3)C(C)C N-(4b-hydroxy-7-isopropyl-10-oxo-9b,10-dihydro-4bH-indeno[1,2-b]benzofuran-9b-yl)-2-oxoacetamide